C(C)C1=C(C=C(C(=O)O)C=C1)S(NC1=C(C=CC(=C1)S(=O)(=O)C)C=1SC=CC1)(=O)=O 4-ethyl-3-(N-(5-(methylsulfonyl)-2-(thiophen-2-yl)phenyl)sulfamoyl)benzoic Acid